BrC1=CC2=C(N(S(C2)(=O)=O)CC2=CC=C(C=C2)OC)C=C1F 5-bromo-6-fluoro-1-(4-methoxybenzyl)-1,3-dihydrobenzo[c]isothiazole 2,2-dioxide